FC(CC1=C(NC2=CC=C(C=C12)C1CCN(CC1)CC(=O)NC)C1=CC(=C(C=C1)OC)OC)F 2-(4-(3-(2,2-difluoroethyl)-2-(3,4-dimethoxyphenyl)-1H-indol-5-yl)piperidin-1-yl)-N-methylacetamide